COC=1C2=C(N=C(N1)NC1CC(C1)(C)N1C(CCC1)=O)NC=C2C=2C=CC1=C(N(N=N1)C)C2 1-((1r,3r)-3-((4-methoxy-5-(1-methyl-1H-benzo[d][1,2,3]triazol-6-yl)-7H-pyrrolo[2,3-d]pyrimidin-2-yl)amino)-1-methylcyclobutyl)pyrrolidin-2-one